N-(2-oxo-2-((2,2,2-trifluoroethyl)amino)ethyl)-5,6-dihydro-4H-thieno[2,3-c]pyrrole-2-carboxamide O=C(CNC(=O)C1=CC2=C(CNC2)S1)NCC(F)(F)F